C1(CC1)CC1C2=C(C(N(C1)C)=O)C(=CN2)C2=CC=C(C=C2)F 7-(cyclopropylmethyl)-3-(4-fluorophenyl)-5-methyl-1,5,6,7-tetrahydro-4H-pyrrolo[3,2-c]pyridin-4-one